(3-chloro-2-pyridyl)-3-hydroxy-4,5-dihydro-1H-pyrazole-5-formic acid isopropyl ester C(C)(C)OC(=O)C1CC(=NN1C1=NC=CC=C1Cl)O